C1(CC1)C1=C(C=CC=C1)C(C(C)(C)O)S[C@@H]1O[C@@H]([C@@H]([C@@H]([C@H]1O)N1N=NC(=C1)C1=CC(=C(C(=C1)F)F)F)O)CO (2S,3R,4S,5R,6R)-2-((1-(2-cyclopropylphenyl)-2-hydroxy-2-methylpropyl)thio)-6-(hydroxymethyl)-4-(4-(3,4,5-trifluorophenyl)-1H-1,2,3-triazol-1-yl)tetrahydro-2H-pyran-3,5-diol